ClC1=CC=C(C=N1)C(C(=O)O)C 2-(6-chloropyridin-3-yl)propionic acid